ClC1=CC=C(C=C1)C12CC3(CC(CC(C1)C3)C2)C(C)=O 1-[3-(4-Chloro-phenyl)-adamantan-1-yl]ethanone